FC1=C(N=C2N1C=C(C=C2F)C2=NC1=CC=C(C=C1C=N2)N2C[C@@H](N([C@H](C2)C)C(=O)OC(C)(C)C)C)C tert-butyl (2S,6S)-4-(2-{3,8-difluoro-2-methylimidazo[1,2-a]pyridin-6-yl}quinazolin-6-yl)-2,6-dimethylpiperazine-1-carboxylate